7-(3-fluorobenzyl)-2,9-dimethyl-7,9-dihydro-8H-pyrido[3',2':4,5]pyrrolo[2,3-d]pyridazin-8-one FC=1C=C(CN2N=CC3=C(C2=O)N(C2=C3C=CC(=N2)C)C)C=CC1